CN1C(=C(C(=C1C)C(C(NC=1SC=CN1)=O)=O)C)C(=O)OCC ethyl 1,3,5-trimethyl-4-(2-oxo-2-(thiazol-2-ylamino) acetyl)-1H-pyrrole-2-carboxylate